(4-(Cyclopropanecarbonyl)piperazin-1-yl)(6-fluoro-4-(1-oxa-8-azaspiro[4.5]decan-8-yl)quinolin-3-yl)methanone C1(CC1)C(=O)N1CCN(CC1)C(=O)C=1C=NC2=CC=C(C=C2C1N1CCC2(CCCO2)CC1)F